ClC1=C(C#N)C=CC(=C1)N1CC2(CC1C)CCN(CC2)C2=CC=C(C=C2)C(=O)N2CCC(CC2)N2CCN(CC2)C=2C=C1CN(C(C1=CC2)=O)C2C(NC(CC2)=O)=O 2-chloro-4-(8-(4-(4-(4-(2-(2,6-dioxopiperidin-3-yl)-1-oxoisoindolin-5-yl)piperazin-1-yl)piperidine-1-carbonyl)phenyl)-3-methyl-2,8-diazaspiro[4.5]decan-2-yl)benzonitrile